ClC(C(=O)OC=1C=CC=C2C=CC=NC12)CC 8-(alpha-chlorobutyryloxy)-quinoline